6-benzyl-3-(chloromethyl)-2-iodo-5,6-dihydroimidazo[2,1-b]Thiazole hydrochloride Cl.C(C1=CC=CC=C1)C1N=C2SC(=C(N2C1)CCl)I